C(=CC1=C(CCCCCCCCCCCCCC)O1)O (6Z,9Z,3S,4R)-3,4-epoxy-octadecadienol